methyl 4-{[(4-{3-(cyanomethyl)-3-[4-(7H-pyrrolo[2,3-d]pyrimidin-4-yl)-1H-pyrazol-1-yl]azetidin-1-yl}piperidin-1-yl)carbonyl]amino}-3-fluorobenzoate C(#N)CC1(CN(C1)C1CCN(CC1)C(=O)NC1=C(C=C(C(=O)OC)C=C1)F)N1N=CC(=C1)C=1C2=C(N=CN1)NC=C2